N1(CCOCC1)C(=O)N1CC=2N=C(N=CC2C1)C=O 6-(morpholine-4-carbonyl)-5H,6H,7H-pyrrolo[3,4-d]pyrimidine-2-carbaldehyde